C(N)(O[C@H](COCC1=NN2C(CN(CC2)C2=NC=C(C=N2)C(F)(F)F)=N1)CC(C)(C)C)=O tert-butyl-(S)-(1-((7-(5-(trifluoromethyl) pyrimidin-2-yl)-5,6,7,8-tetrahydro-[1,2,4]triazolo[1,5-a]pyrazin-2-yl) methoxy) propan-2-yl) carbamate